C1CCC2=C(C=3CCCC3C=C12)NC(=O)N=[S@@](=O)(N)C=1SC(=C(C1)C(C)(C)O)C1=CC=CC=C1 |o1:16| (S) or (R)-N'-((1,2,3,5,6,7-hexahydro-s-indacen-4-yl)carbamoyl)-4-(2-hydroxypropan-2-yl)-5-phenylthiophene-2-sulfonimidamide